C(C)(C)(C)OC(NCC1=CC=C2C=C(NC2=C1)C(OCC)OCC)=O N-{[2-(diethoxymethyl)-1H-indol-6-yl]Methyl}carbamic acid tert-butyl ester